CC1=C(C[C@@H](OC1=O)[C@@H](C)[C@H]2CC[C@@H]3[C@@]2(CC[C@H]4[C@H]3CC(=O)C5=C4CC[C@H](C5)O)C)CO[C@H]6[C@@H]([C@H]([C@@H]([C@H](O6)CO)O)O)O The molecule is a steroid saponin that is the monosaccharide derivative of the 19-norwithanolide. It has been isolated from the aerial parts of Physalis longifolia. It has a role as a metabolite and a plant metabolite. It is a beta-D-glucoside, a delta-lactone, a 3alpha-hydroxy steroid, a monosaccharide derivative and a steroid saponin.